(E)-1-(4-(3-(4-methoxy-3,5-dimethylphenyl)acryloyl)phenyl)-3-propylurea COC1=C(C=C(C=C1C)/C=C/C(=O)C1=CC=C(C=C1)NC(=O)NCCC)C